C(N)(=N)N1CCC(=CC1)C1=C(C=C(C(=O)NC2=C(C=C(C=C2)C=2CCN(CC2)C(N)=N)OC)C=C1)F 4-(1-carbamimidoyl-1,2,3,6-tetrahydro-pyridin-4-yl)-N-[4-(1-carbamimidoyl-1,2,3,6-tetrahydro-pyridin-4-yl)-2-methoxy-phenyl]-3-fluoro-benzamide